O=C(C(CC=1SC=CN1)NC(OC(C)(C)C)=O)N[C@@H](CCCC1=CC=CC=C1)B1OC(C(O1)(C)C)(C)C tert-butyl (1-oxo-1-(((R)-4-phenyl-1-(4,4,5,5-tetramethyl-1,3,2-dioxaborolan-2-yl)butyl)amino)-3-(thiazol-2-yl)propan-2-yl)carbamate